[O-]C1CCOO1 (oxido)-4,5-dioxolan